CC=1C=C(C=CC1C(=O)O)C1=CC(=C(C=C1)C(=O)O)C 3,3'-dimethyl-[1,1'-biphenyl]-4,4'-dicarboxylic acid